tert-butyl (S)-3-(4-((R)-2-((tert-butoxycarbonyl)amino)-3-phenylpropoxy)-2-methoxynicotinamido)-4-((2-(3-cyclopropyl-1,2,4-oxadiazol-5-yl)ethyl)amino)-4-oxobutanoate C(C)(C)(C)OC(=O)N[C@@H](COC1=CC=NC(=C1C(=O)N[C@@H](CC(=O)OC(C)(C)C)C(=O)NCCC1=NC(=NO1)C1CC1)OC)CC1=CC=CC=C1